N(=[N+]=[N-])CCOCCOCCOCCNC(=O)CCOCC(COCCC(NCCOCCOCCOCCN=[N+]=[N-])=O)NC(=O)CCOCCOCCOCCOCCNC(OC(C)(C)C)=O tert-Butyl N-(14-{[1,3-bis({2-[(2-{2-[2-(2-azidoethoxy)ethoxy] ethoxy}ethyl)carbamoyl]ethoxy})propan-2-yl]carbamoyl}-3,6,9,12-tetraoxatetradecan-1-yl)carbamate